(Difluoromethoxy)-5-fluoroaniline FC(ONC1=CC=CC(=C1)F)F